1-oxaspiro[4.4]nonane-7-carboxylic acid O1CCCC12CC(CC2)C(=O)O